CS(=O)(=O)O.N1=CN=C(C2=C1N=CC=C2)N pyrido[2,3-d]pyrimidin-4-amine methanesulfonate